5-bromo-(3-(difluoromethoxy)pyridin-2-yl)(tert-butoxycarbonyl)carbamic acid tert-butyl ester C(C)(C)(C)OC(N(C(=O)OC(C)(C)C)C1=NC=C(C=C1OC(F)F)Br)=O